C1(CC1)S(=O)(=O)C1=CC(=C(C=C1)C1=NN=C(O1)C=1C=C2C(=C(N1)N1CCC(CC1)(F)F)OC=C2)N2CCC1(CC1)CC2 5-(5-(4-(cyclopropylsulfonyl)-2-(6-azaspiro[2.5]oct-6-yl)phenyl)-1,3,4-oxadiazol-2-yl)-7-(4,4-difluoropiperidin-1-yl)furo[2,3-c]pyridine